COC=1C=C2C(=NC(=NC2=CC1OC)C#N)NCC1CCN(CC1)C 6,7-dimethoxy-4-((1-methylpiperidin-4-yl)methylamino)quinazoline-2-carbonitrile